2,N-dimethylacetamide CCC(=O)NC